N-{4-[2-(2-chloro-3-fluorophenyl)acetamido]pyridin-2-yl}-N-(3-methoxyphenyl)acetamide ClC1=C(C=CC=C1F)CC(=O)NC1=CC(=NC=C1)N(C(C)=O)C1=CC(=CC=C1)OC